CO[Si](CC(CC)[Si](OC)(OC)OC)(OC)OC 1,2-bis(trimethoxysilyl)butane